4-amino-3-nitroBiphenyl NC1=C(C=C(C=C1)C1=CC=CC=C1)[N+](=O)[O-]